FC(C1=NN=C(S1)C1=CN=C2N1C=C(C=C2N2C[C@H](OCC2)C(=O)N2CCOCC2)S(=O)(=O)NC2(CC2)C)F (S)-3-(5-(difluoromethyl)-1,3,4-thiadiazol-2-yl)-N-(1-methylcyclopropyl)-8-(2-(morpholine-4-carbonyl)morpholino)imidazo[1,2-a]pyridine-6-sulfonamide